5-Bromo-2-methylquinoline BrC1=C2C=CC(=NC2=CC=C1)C